6-chloro-N2-(5-trifluoromethylpyridin-2-yl)naphthalene-1,2-diamine ClC1=CC2=CC=C(C(=C2C=C1)N)NC1=NC=C(C=C1)C(F)(F)F